(2-(pyridin-4-yl)-6-((tetrahydro-2H-pyran-4-yl)amino)-1H-pyrrolo[3,2-c]pyridine-1-yl)methanol N1=CC=C(C=C1)C1=CC=2C=NC(=CC2N1CO)NC1CCOCC1